3-(tert-butyl)-N-(2-cyclopropyl-3-fluoro-4-(pyrrolo[2,1-f][1,2,4]triazin-4-yl)benzyl)-1,2,4-oxadiazole-5-carboxamide C(C)(C)(C)C1=NOC(=N1)C(=O)NCC1=C(C(=C(C=C1)C1=NC=NN2C1=CC=C2)F)C2CC2